C(C)C(C=O)C(CCC)O 2-ETHYL-3-HYDROXYHEXANAL